C(C)(C)(C)OC(=O)NCCN1C(C2=NC(=CC=C2C1)C(=O)OCC)=O ethyl 6-[2-(tert-butoxycarbonylamino)ethyl]-7-oxo-5H-pyrrolo[3,4-b]pyridine-2-carboxylate